N-(6-Cyano-5-(trifluoromethyl)pyridin-3-yl)-1-(isochinolin-8-yl)-5-(trifluoromethyl)-1H-pyrazol-4-carboxamid C(#N)C1=C(C=C(C=N1)NC(=O)C=1C=NN(C1C(F)(F)F)C=1C=CC=C2C=CN=CC12)C(F)(F)F